CS(=O)(=O)OC[C@H]1CN(CCO1)C(=O)OC(C)(C)C tert-butyl (2R)-2-(methylsulfonyloxymethyl)morpholine-4-carboxylate